N1=C(C=CC=C1)C1=NC2=C(N1CCCC)C=CC(=C2)C 2-pyridin-2-yl-1-butyl-5-methyl-1H-benzimidazole